FC=1C(=NC=C(C1)CCN1C[C@@H](CC1)F)OC (R)-3-Fluoro-5-(2-(3-fluoropyrrolidin-1-yl)ethyl)-2-methoxypyridine